yttrium zirconium oxygen [O].[Zr].[Y]